(S)-2-amino-3-(2-(4-(naphthalen-1-ylmethoxy)phenyl)acetamido)propionic acid N[C@H](C(=O)O)CNC(CC1=CC=C(C=C1)OCC1=CC=CC2=CC=CC=C12)=O